copper aluminum nitrogen [N].[Al].[Cu]